8-cyclopentyl-2-((3-fluoro-4-(hexahydropyrrolo[1,2-a]pyrazin-2(1H)-yl)phenyl)amino)-7-oxo-7,8-dihydropyrido[2,3-d]pyrimidine-6-carbonitrile C1(CCCC1)N1C(C(=CC2=C1N=C(N=C2)NC2=CC(=C(C=C2)N2CC1N(CC2)CCC1)F)C#N)=O